ClC1=C2N=CN(C2=NC(=N1)C#CC)[C@@H]1SC[C@H]([C@H]1O)O (2R,3R,4S)-2-(6-chloro-2-(prop-1-yn-1-yl)-9H-purin-9-yl)tetrahydrothiophene-3,4-diol